hexyl-[2,2'-bithiophene] C(CCCCC)C1=C(SC=C1)C=1SC=CC1